C(C)(C)SCC(=O)O 2-(isopropylthio)acetic acid